C(C1=CC=CC=C1)OC1=C(C=CC(=C1)C=1N(C=C(N1)C(F)(F)F)C1CC1)CO (2-(benzyloxy)-4-(1-cyclopropyl-4-(trifluoromethyl)-1H-imidazol-2-yl)phenyl)methanol